CNS(=O)(=O)C1=CC(=C(C=C1)OC1=CC(=CC=C1)C(F)(F)F)C=1NC=C(N1)C N-methyl-3-(4-methyl-1H-imidazol-2-yl)-4-[3-(trifluoromethyl)phenoxy]benzenesulfonamide